3-(N-salicyloyl)amino-1,2,4-triazole C(C=1C(O)=CC=CC1)(=O)NC1=NNC=N1